OCC1(CCOCC1)NC(=O)C1=C(OC2=C1C=C(C=C2)OCC=2C=NC=CC2C)C N-(4-(hydroxymethyl)tetrahydro-2H-pyran-4-yl)-2-methyl-5-((4-methylpyridin-3-yl)methoxy)-benzofuran-3-carboxamide